(R)-12-(5-(benzo[d][1,2,3]thiadiazol-5-yl)-1H-imidazol-2-yl)-7-chloro-8-fluoro-13,14-dihydro-2H-spiro[benzo[5,6]azocino[4,3-g]indolizine-3,1'-cyclopropane]-1,10(4H,12H)-dione S1N=NC2=C1C=CC(=C2)C2=CN=C(N2)C2CN1C(CC3(CC3)[C@@H]1C1=C2C=2C(=C(C=NC1)Cl)C(=CC(C2)=O)F)=O